FC1=C(C=CC(=C1)C1=NO[C@H](C1)CNS(=O)(=O)C)C1=CC=C(C=C1)S(=O)(=O)C N-({(5R)-3-[2-Fluoro-4'-(methanesulfonyl)[1,1'-biphenyl]-4-yl]-4,5-dihydro-1,2-oxazol-5-yl}methyl)methanesulfonamide